COC1=CC=C(C=C1)N1N=CC(=C1)C=1OC2=C(C=C(C=C2C(C1C)=O)C)C(C)NC1=C(C(=O)O)C=CC=C1 2-[1-[2-[1-(4-Methoxyphenyl)pyrazol-4-yl]-3,6-dimethyl-4-oxo-chromen-8-yl]ethylamino]benzoic acid